Methyl 3-((3aR,7aR)-1-(4-(3-azabicyclo[3.1.1]heptan-3-yl)pyridin-2-yl)octahydro-4H-pyrrolo[3,2-b]pyridin-4-yl)-5-fluorobenzoate C12CN(CC(C1)C2)C2=CC(=NC=C2)N2CC[C@H]1N(CCC[C@H]12)C=1C=C(C(=O)OC)C=C(C1)F